FC(OCC[C@H]1N(C[C@H](C1)OC1=CC=C(C=C1)C(F)(F)F)C(=O)OCC1=CC=CC=C1)(F)F benzyl (2R,4S)-2-(2-(trifluoromethoxy)ethyl)-4-(4-(trifluoromethyl)phenoxy)pyrrolidine-1-carboxylate